CC(C)(C)[S@@](=O)NCC1=CC(=CC=C1)OCC(F)(F)F |r| (±)-2-methyl-N-(3-(2,2,2-trifluoroethoxy)benzyl)propane-2-sulfinamide